FC1=C(CN(C(OCC)=O)C=2SC(=C(C2C(NC=2C=NC(=CC2)NS(=O)(=O)CC)=O)CN(C)C)C2=CC=C(C=C2)[N+](=O)[O-])C(=CC=C1)F ethyl 2,6-difluorobenzyl(4-((dimethylamino)methyl)-3-((6-(N-Methylmethanesulfonylamino)pyridin-3-yl)carbamoyl)-5-(4-nitrophenyl)thiophen-2-yl)carbamate